C(C1CO1)OC(C)CCCCCC sec-octyl glycidyl ether